C(C)N1C(C(C(C2=CC(=CC=C12)N1C(CN(CC1)CC1=CC(=C(C=C1)C(F)(F)F)F)=O)=O)O)=O 1-ethyl-6-(4-(3-fluoro-4-(trifluoromethyl)benzyl)-2-oxopiperazin-1-yl)-3-hydroxyquinoline-2,4(1H,3H)-dione